ClC1=NC=CC(=C1)C1=CC=CC=C1 2-chloro-4-phenylpyridine